ClC=1C(=C(C=CC1)[C@@H]1[C@H](N[C@@H]([C@@]1(CNCC1=CC=C(C=C1)OC)C1=C(C=C(C=C1)Cl)F)CC(C)(C)C)C(=O)O)F (2S,3R,4R,5R)-3-(3-chloro-2-fluorophenyl)-4-(4-chloro-2-fluorophenyl)-4-(((4-methoxybenzyl)amino)methyl)-5-neopentylpyrrolidine-2-carboxylic acid